FC=1C(=C(C=NC1)C=1C=C(C(C(=CC1)O)=O)C)C 4-(5-fluoro-4-methylpyridin-3-yl)-7-hydroxy-2-methylcyclohepta-2,4,6-trien-1-one